BrC(C)C1=C(C=CC=C1F)F 2-(1-bromoethyl)-1,3-difluorobenzene